CC1=CC(=NO1)C1=C(C=CC=C1)S(=O)(=O)N (5-methylisoxazol-3-yl)benzenesulfonamide